3,5-dimethyl-2-[6-(2-oxa-6,9-diazaspiro[4.5]decan-9-yl)pyridazin-3-yl]phenol CC=1C(=C(C=C(C1)C)O)C=1N=NC(=CC1)N1CCNC2(CCOC2)C1